COC(C(=CNC1CC1)C(C1=C(C=C(C(=C1)F)Cl)Cl)=O)=O 3-(cyclopropylamino)-2-(2,4-dichloro-5-fluorobenzoyl)prop-2-enoic acid methyl ester